C[Se]N.[Se] selenium methyl-selenoamine